N-((2,6-dihydroxy-5'-methyl-4-pentyl-2'-(prop-1-en-2-yl)-[1,1'-biphenyl]-3-yl)sulfonyl)-3-(4-methylpiperazin-1-yl)propanamide OC1=C(C(=CC(=C1S(=O)(=O)NC(CCN1CCN(CC1)C)=O)CCCCC)O)C1=C(C=CC(=C1)C)C(=C)C